FC=1C=C(C=C(C1)OC)[C@@H](CO)NC(=O)C1=NC=C2N1C=CC(=C2)C=2C=NNC2 (S)-N-(1-(3-fluoro-5-methoxyphenyl)-2-hydroxyethyl)-7-(1H-pyrazol-4-yl)imidazo[1,5-a]pyridine-3-carboxamide